N-(4-(7-((1-isopropylpiperidin-4-yl)methoxy)-6-methoxyquinazolin-4-yl)phenyl)-2-(6-(trifluoromethyl)pyridin-3-yl)acetamide C(C)(C)N1CCC(CC1)COC1=C(C=C2C(=NC=NC2=C1)C1=CC=C(C=C1)NC(CC=1C=NC(=CC1)C(F)(F)F)=O)OC